(R)-N-(7-(2-chloro-5-fluorophenyl)-3-(methyl-d3)-2,9-dioxo-2,3,4,7,8,9-hexahydro-[1,3]oxazino[6,5-e]isoindol-6-yl)-3-fluoro-5-(trifluoromethyl)benzamide ClC1=C(C=C(C=C1)F)[C@@H]1NC(C2=C3C(=CC(=C12)NC(C1=CC(=CC(=C1)C(F)(F)F)F)=O)CN(C(O3)=O)C([2H])([2H])[2H])=O